FC1=CC=C(C=C1)C1=CN=C(S1)NC(OC(C)(C)C)=O tert-butyl 5-(4-fluorophenyl)thiazol-2-ylcarbamate